(1R,2S,5S)-3-((S)-3,3-Dimethyl-2-((2-(trifluoromethyl)pyrimidin-4-yl)amino)butanoyl)-6,6-dimethyl-3-azabicyclo[3.1.0]hexane-2-carboxylic acid CC([C@@H](C(=O)N1[C@@H]([C@H]2C([C@H]2C1)(C)C)C(=O)O)NC1=NC(=NC=C1)C(F)(F)F)(C)C